1-chloro-3-morpholinopropaneN ClC=CCN1CCOCC1